CN1N=CC(=C1)C1=CC=2N(C(=C1)O[C@H]1CCN(CCC1)C(C=C)=O)C=CN2 1-[(4R)-4-[7-(1-methylpyrazol-4-yl)imidazo[1,2-a]pyridin-5-yl]oxyazepan-1-yl]prop-2-en-1-one